tert-butyl 4-((6-(2-(dimethylamino)ethoxy)-4-oxoquinazolin-3(4H)-yl)methyl)-4-hydroxypiperidine-1-carboxylate CN(CCOC=1C=C2C(N(C=NC2=CC1)CC1(CCN(CC1)C(=O)OC(C)(C)C)O)=O)C